octadec-9,11,13-trien-4-one CCCC(CCCCC=CC=CC=CCCCC)=O